COC(=O)C1=C(N(C(C(C1=O)(C1=NC=CC=C1)Br)C)CC)C1=CC(=C(C=C1)Cl)Cl 5-bromo-2-(3,4-dichlorophenyl)-1-ethyl-6-methyl-4-oxo-5-(2-pyridinyl)pyridine-3-carboxylic acid methyl ester